ruthenium bis(cyclopentadienyl)osmium C1(C=CC=C1)[Os]C1C=CC=C1.[Ru]